ClC=1C=C(C=NC1)S(=O)(=O)NC1=CNC2=CC(=C(C=C12)F)F 5-chloro-N-(5,6-difluoro-1H-indol-3-yl)pyridine-3-sulfonamide